N1(C=NC=C1)C(=S)NNC(=O)C1=CC2=C(C=CCCC2)C=C1 N'-(1H-imidazole-1-thiocarbonyl)-6,7-dihydro-5H-benzo[7]annulene-3-carbohydrazide